2-benzyl-2-dimethylamino-1-(4-morpholin-4-ylphenyl)-butan-1-one C(C1=CC=CC=C1)C(C(=O)C1=CC=C(C=C1)N1CCOCC1)(CC)N(C)C